2-((3-methyl-1-(1-methylpiperidin-4-yl)-1H-pyrazol-4-yl)amino)-4-((3-(3-methyl-2-oxotetrahydropyrimidin-1(2H)-yl)propyl)amino)pyrimidine-5-carbonitrile CC1=NN(C=C1NC1=NC=C(C(=N1)NCCCN1C(N(CCC1)C)=O)C#N)C1CCN(CC1)C